CN1C(N(C2=C1C=C(C=C2)CCCCCNC(OC(C)(C)C)=O)C2C(N(C(CC2)=O)C)=O)=O tert-butyl N-[5-[3-methyl-1-(1-methyl-2,6-dioxo-3-piperidyl)-2-oxo-benzimidazol-5-yl]pentyl]carbamate